BrC=1C=CC2=C(C(=N[C@H](C=3N2C(=NN3)SCCN3CCOCC3)CCC(=O)OC)C3=C(C=CC=C3)F)C1 methyl (S)-3-(8-bromo-6-(2-fluorophenyl)-1-((2-morpholinoethyl)thio)-4H-benzo[f][1,2,4]triazolo[4,3-a][1,4]diazepin-4-yl)propionate